4-(2-((R)-3-((R or S)-3,3-difluorooxetan-2-yl)-1-((5-(trifluoromethyl)thiazol-2-yl)methyl)pyrrolidin-3-yl)ethyl)benzonitrile FC1([C@H](OC1)[C@]1(CN(CC1)CC=1SC(=CN1)C(F)(F)F)CCC1=CC=C(C#N)C=C1)F |o1:2|